N-[(2,6-dichlorophenyl)methylene]hydroxylamine neodymium-iron-boron-manganese-aluminum [Al].[Mn].[B].[Fe].[Nd].ClC1=C(C(=CC=C1)Cl)C=NO